FC1=C(C=CC(=C1)C=1C=C2C=NC(=NC2=C(C1)C(C)C)N[C@@H]1CNC[C@H](C1)F)NS(=O)(=O)CC1=CC=CC=C1 N-(2-fluoro-4-(2-(((3S,5S)-5-fluoropiperidin-3-yl)amino)-8-isopropyl-quinazolin-6-yl)phenyl)-1-phenylmethanesulfonamide